8-fluoro-7-(8-fluoronaphthalen-1-yl)-N-(imidazo[1,2-a]pyrazin-3-yl)-2-((tetrahydro-1H-pyrrolizin-7a(5H)-yl)methoxy)pyrido[4,3-d]pyrimidin-4-amine FC1=C(N=CC2=C1N=C(N=C2NC2=CN=C1N2C=CN=C1)OCC12CCCN2CCC1)C1=CC=CC2=CC=CC(=C12)F